NC1=C(N=C2N1C=CC=C2C2=C(C=CC=C2OC)F)C(=O)NC21CC(C2)C1 3-Amino-N-(bicyclo[1.1.1]pent-1-yl)-8-(2-fluoro-6-methoxyphenyl)imidazo[1,2-a]pyridine-2-carboxamide